N1N=NN=C1C=1C=C(C=C(C1)C=1C=CC2=CN(N=C2C1)CCOC1=CC=C(C=C1)C(F)(F)F)NC=1C(C(C1O)=O)=O 3-((3-(1H-tetrazol-5-yl)-5-(2-(2-(4-(trifluoromethyl)phenoxy)ethyl)-2H-indazol-6-yl)phenyl)amino)-4-hydroxycyclobut-3-ene-1,2-dione